O.O.O.O.O.[Sn](Cl)(Cl)(Cl)Cl tin chloride-pentahydrate